C1(CCCCC1)CC=1C=CC(=NC1)NC(C(C)N1C[C@@H](C(CC1)(F)F)C1=CNC(C=C1)=O)=O N-(5-(cyclohexyl-methyl)pyridin-2-yl)-2-((S)-4,4-difluoro-3-(6-oxo-1,6-dihydropyridin-3-yl)piperidin-1-yl)propanamide